1-(3-(3-(2-methoxyethoxy)-1H-pyrazolo[3,4-b]pyridin-5-yl)bicyclo[1.1.1]pentan-1-yl)-1-methyl-3-(1-methyl-2-oxo-5-(trifluoromethyl)-1,2-dihydropyridin-3-yl)urea COCCOC1=NNC2=NC=C(C=C21)C21CC(C2)(C1)N(C(=O)NC=1C(N(C=C(C1)C(F)(F)F)C)=O)C